FC=1C=C(C=CC1F)C1(CC2(CC(C2)NC(OC(C)(C)C)=O)C1)O tert-butyl (6-(3,4-difluorophenyl)-6-hydroxyspiro[3.3]heptan-2-yl)carbamate